2-methyl-2-(1-methyl-1H-pyrazol-3-yl)cyclopentan-1-one CC1(C(CCC1)=O)C1=NN(C=C1)C